C(CCCCCCCCC\C=C/C\C=C/CCCCC)(=O)O (11Z,14Z)-11,14-Eicosadienoic acid